Methyl 2-((2-(((tert-butoxycarbonyl)(2-(6-methoxy-3-nitropyridin-2-yl)ethyl)-amino)methyl)-3-(difluoromethyl)phenyl)amino)-4,5-difluorobenzoate C(C)(C)(C)OC(=O)N(CCC1=NC(=CC=C1[N+](=O)[O-])OC)CC1=C(C=CC=C1C(F)F)NC1=C(C(=O)OC)C=C(C(=C1)F)F